2-(4-(4-(3-(2,4-dihydroxy-5-isopropylphenyl)-5-(ethylcarbamoyl)-4H-1,2,4-triazol-4-yl)benzyl)piperazin-1-yl)acetic acid OC1=C(C=C(C(=C1)O)C(C)C)C1=NN=C(N1C1=CC=C(CN2CCN(CC2)CC(=O)O)C=C1)C(NCC)=O